sodium pyridinesulfonate 2-(trimethylsilyl)ethyl-7-((tert-butyldimethylsilyl)oxy)-2-(4-(2-ethoxy-2-oxoethyl)phenyl)-2,6,6-trimethylheptanoate C[Si](CCOC(C(CCCC(CO[Si](C)(C)C(C)(C)C)(C)C)(C)C1=CC=C(C=C1)CC(=O)OCC)=O)(C)C.N1=C(C=CC=C1)S(=O)(=O)[O-].[Na+]